N2-(2-(dimethylamino)ethyl)-N2-methyl-N5-(4-(5'-methylspiro[cyclohexane-1,3'-pyrrolo[3,2-b]pyridin]-1'(2'H)-yl)pyrimidin-2-yl)-3-nitro-6-(2,2,2-trifluoroethoxy)pyridin-2,5-diamine CN(CCN(C1=NC(=C(C=C1[N+](=O)[O-])NC1=NC=CC(=N1)N1CC2(C3=NC(=CC=C31)C)CCCCC2)OCC(F)(F)F)C)C